(S)-2,6-Difluoro-3-(6-(2-(methoxymethyl)-4-(methylsulfonyl)piperazin-1-yl)-1-methyl-1H-pyrazolo[3,4-d]pyrimidin-3-yl)-5-(trifluoromethyl)phenol FC1=C(C(=C(C=C1C1=NN(C2=NC(=NC=C21)N2[C@@H](CN(CC2)S(=O)(=O)C)COC)C)C(F)(F)F)F)O